N-methyl-N'-(3-pyridinylbenzyl)-N'-(3-chlorobenzo[b]thiophene-2-carbonyl)-1,4-diaminocyclohexane CNC1CCC(CC1)N(CC2=CC(=CC=C2)C3=CC=CC=N3)C(=O)C4=C(C5=CC=CC=C5S4)Cl